BrC=1C=CC2=C(N=C(S2)C23CN(C(CC2)CC3)C)C1 5-bromo-2-(2-methyl-2-azabicyclo[2.2.2]octan-4-yl)-1,3-benzothiazole